[8-(6,7-dimethoxyquinazolin-4-yl)-2,8-diazaspiro[4.5]decan-2-yl](imino)methyl-λ6-sulfanone COC=1C=C2C(=NC=NC2=CC1OC)N1CCC2(CCN(C2)[SH2](=O)C=N)CC1